[Cl-].C(CCCCCCCCCCCCCCCCC)[N+](CCC[Si](OC)(OC)OC)(C)C octadecyldimethyl-[3-(trimethoxysilyl)propyl]ammonium chloride